1-(4-(7-methoxy-1,9-dimethyl-9H-pyrido[3,4-b]indol-6-yl)piperazine-1-yl)prop-2-ene-1-one COC1=C(C=C2C3=C(N(C2=C1)C)C(=NC=C3)C)N3CCN(CC3)C(C=C)=O